N1N=CC=2C1=CN=C(C2)C=O 1H-pyrazolo[3,4-c]pyridine-5-carboxaldehyde